FC(COC1=CC(=CC=2NC(=NC21)CN2C(C(=CC=C2)NC([C@H](CC\C=C\C(=O)N(C)C)NC(OC)=O)=O)=O)F)F methyl (S,E)-(1-((1-((4-(2,2-difluoroethoxy)-6-fluoro-1H-benzo[d]imidazol-2-yl)methyl)-2-oxo-1,2-dihydropyridin-3-yl)amino)-7-(dimethylamino)-1,7-dioxohept-5-en-2-yl)carbamate